CC(CC(CCCC=C)=O)=O non-8-ene-2,4-dione